COC1=CC(=C(C=C1)C1C(CCC2=CC(=CC=C12)O)O)[N+](=O)[O-] (4-methoxy-2-nitrophenyl)-1,2,3,4-tetrahydronaphthalene-2,6-diol